O=C1C=CCC(C1C(=O)OC)CCCCC 3-oxo-4-(methoxycarbonyl)-5-amyl-1-cyclohexene